4-(Aminomethyl)-2-(trifluoromethyl)benzenesulfonamide HCl Cl.NCC1=CC(=C(C=C1)S(=O)(=O)N)C(F)(F)F